(R)-2-((S)-2-amino-N-benzyl-propionamido)butanoic acid methyl ester hydrogen chloride Cl.COC([C@@H](CC)N(C([C@H](C)N)=O)CC1=CC=CC=C1)=O